N-((R)-1,1,1-trifluoropropan-2-yl)-5-(2-(((S)-1,1,1-trifluoropropan-2-yl)amino)-7H-pyrrolo[2,3-d]pyrimidin-5-yl)pyrazolo[1,5-a]pyridine-3-carboxamide FC([C@@H](C)NC(=O)C=1C=NN2C1C=C(C=C2)C2=CNC=1N=C(N=CC12)N[C@H](C(F)(F)F)C)(F)F